(4-fluorophenyl)-(phenyl)-methanone FC1=CC=C(C=C1)C(=O)C1=CC=CC=C1